4-fluoro-1-methylpiperidin FC1CCN(CC1)C